FC=1C(=NN(C1)C)C(=O)N1CC2(C1)CN(C2)C(=O)C2=NNC(=C2)C(C)C [2-(4-Fluoro-1-methyl-pyrazole-3-carbonyl)-2,6-diazaspiro[3.3]heptan-6-yl]-(5-isopropyl-1H-pyrazol-3-yl)methanone